O=S1(N(CCC1)[C@@H]1CN(C[C@H](C1)F)C(=O)OC(C)(C)C)=O tert-butyl (3S,5S)-3-(1,1-dioxo-1λ6,2-thiazolidin-2-yl)-5-fluoropiperidine-1-carboxylate